C1(=CC(=CC=C1)C1=CC(=CC2=C1N=C(O2)C2=CC=C(C=C2)Cl)C=2C=C(C=CC2)C2=CC=CC=C2)C2=CC=CC=C2 4,6-bis(biphenyl-3-yl)-2-(4-chlorophenyl)-benzoxazole